Cis-4-(2'-fluoro-[1,1'-biphenyl]-3-yl)-N,N-dimethyl-1,2,3,4-tetrahydronaphthalen-2-amine FC1=C(C=CC=C1)C1=CC(=CC=C1)[C@@H]1C[C@@H](CC2=CC=CC=C12)N(C)C